Cl.N[C@@H](CNC(C(=O)N)CC(C)C)CC1=CC=CC=C1 2-((R)-2-amino-3-phenylpropylamino)-4-methylpentanamide hydrochloride